3-ethyl-7-((1R,6S)-(5-(6-(5-methyl-4H-1,2,4-triazol-3-yl)pyridin-3-yl)-2,5-diazabicyclo[4.2.0]octan-2-yl)methyl)-1H-1,5-naphthyridin-2-one C(C)C=1C(NC2=CC(=CN=C2C1)CN1[C@@H]2CC[C@@H]2N(CC1)C=1C=NC(=CC1)C1=NN=C(N1)C)=O